2-benzyloxymethyl-1,3-dibromopropane C(C1=CC=CC=C1)OCC(CBr)CBr